OCCOC1=C(C=CC=C1)C1CCN(CC1)C1CC2(CN(C2)C=O)CC1 (6-(4-(2-(2-hydroxyethoxy)phenyl)piperidin-1-yl)-2-azaspiro[3.4]octan-2-yl)methanone